1-(2-acetamido-thiazolo[5,4-d]pyrimidin-5-yl)-1-[2-(4-morpholinyl)ethyl]-3-(pyridin-3-yl)urea C(C)(=O)NC=1SC=2N=C(N=CC2N1)N(C(=O)NC=1C=NC=CC1)CCN1CCOCC1